C(C1=CC=CC=C1)(=O)O[C@H]1O[C@H](C[C@@H]1OCCl)N1C2=NC=NC(=C2N=C1)NC(C1=CC=CC=C1)=O ((2r,3s,5r)-5-(6-benzoylamino-9H-purin-9-yl)-3-(chloromethoxy) tetrahydrofuran-2-yl) benzoate